FC1=C(C(=CC=C1)F)CC1CC2(CN(C2)C(=O)N2C[C@@H]3[C@@H](OCC(N3)=O)CC2)C1 (4aR,8aS)-6-[6-[(2,6-Difluorophenyl)methyl]-2-azaspiro[3.3]heptane-2-carbonyl]-4,4a,5,7,8,8a-hexahydropyrido[4,3-b][1,4]oxazin-3-one